4-cyclohexyl-7,9-dimethylpyrido[3',2':4,5]thieno[3,2-d]pyrimidine C1(CCCCC1)C=1C2=C(N=CN1)C1=C(S2)N=C(C=C1C)C